CS(=O)(=O)C=1SC=C2C1CCC2 methanesulfonyl-4H,5H,6H-cyclopenta[c]thiophen